tert-butyl N-[2-[tert-butyl(dimethyl)silyl]oxyethyl]-N-[2-[2-[2-chloro-3-(2,3-dichloro-4-pyridyl)anilino]-3-fluoro-4-pyridyl]ethyl]carbamate [Si](C)(C)(C(C)(C)C)OCCN(C(OC(C)(C)C)=O)CCC1=C(C(=NC=C1)NC1=C(C(=CC=C1)C1=C(C(=NC=C1)Cl)Cl)Cl)F